ClC1=C(NC2=CC=CC(=C12)Cl)C(=O)N1CCN(CC1)C(=O)[C@H]1OCC1 (S)-(3,4-dichloro-1H-indol-2-yl)(4-(oxetane-2-carbonyl)piperazin-1-yl)methanone